N[C@H](C(=O)NC1=C(C(=C(C=C1)Br)Cl)C(C1=C(C=CC=C1F)F)=O)COC (2S)-2-amino-N-[4-bromo-3-chloro-2-(2,6-difluorobenzoyl)phenyl]-3-methoxy-propionamide